3,5-dichlorobenzyl 4-(((4-(1H-imidazol-5-yl)phenyl)amino)methyl)piperidine-1-carboxylate N1C=NC=C1C1=CC=C(C=C1)NCC1CCN(CC1)C(=O)OCC1=CC(=CC(=C1)Cl)Cl